1-(4-((R)-3-((S)-2,2,2-trifluoro-1-((4-(4-morpholino-7H-pyrrolo[2,3-d]pyrimidin-6-yl)phenyl)amino)ethyl)pyrrolidin-1-yl)piperidin-1-yl)prop-2-en-1-one FC([C@@H](NC1=CC=C(C=C1)C1=CC2=C(N=CN=C2N2CCOCC2)N1)[C@H]1CN(CC1)C1CCN(CC1)C(C=C)=O)(F)F